CC(C(=O)OCCOCCOCCOCCOCCOC)=C pentaethylene glycol monomethyl ether (methyl)acrylate